ClC1=CC=C2C(=C(NC2=C1F)C(=O)N1CCC(CC1)C=1C=C2CN(C(C2=CC1)=O)C1C(NC(CC1)=O)=O)C 3-(5-(1-(6-chloro-7-fluoro-3-methyl-1H-indole-2-carbonyl)piperidin-4-yl)-1-oxoisoindolin-2-yl)piperidine-2,6-dione